1-(4-(4,4,5,5-tetramethyl-1,3,2-dioxaborolan-2-yl)-1H-pyrazol-1-yl)propan-2-ol Tert-butyl-((1R)-1-(5-fluoro-2-(2-hydroxyethyl)-2,3-dihydrobenzofuran-7-yl)ethyl)carbamate C(C)(C)(C)N(C(=O)OC(CN1N=CC(=C1)B1OC(C(O1)(C)C)(C)C)C)[C@H](C)C1=CC(=CC=2CC(OC21)CCO)F